4,7-dibromo-5,6-dioctyloxy-2,1,3-benzothiadiazole BrC1=C(C(=C(C2=NSN=C21)Br)OCCCCCCCC)OCCCCCCCC